NN1C(=NC(=C1C(=O)N)C1=CC=C(C=C1)C(NC1=NC=CC(=C1)CC)=O)[C@H]1N(CCC1)C#N (S)-1-Amino-2-(1-cyanopyrrolidin-2-yl)-4-(4-((4-ethylpyridin-2-yl)carbamoyl)phenyl)-1H-imidazol-5-carboxamid